NCCCCC(=O)OCC=C allyl 5-aminopentanoate